ClC1=C(C=C(N=N1)NC(C(C)(C)C)=O)C(COC)N1C(N[C@@H](C1)C(F)(F)F)=O N-[6-chloro-5-[2-methoxy-1-[(4S)-2-oxo-4-(trifluoromethyl)imidazolidin-1-yl]ethyl]pyridazin-3-yl]-2,2-dimethyl-propanamide